6-(4-(2-chloro-5-fluorophenoxy)piperidin-1-yl)pyridazine-3-carbohydrazide ClC1=C(OC2CCN(CC2)C2=CC=C(N=N2)C(=O)NN)C=C(C=C1)F